CN1CC2(CN(C2)C2=CC3=C(N=C(S3)CNC(=O)C3(CC4=CC=CC=C4C3)CC(=O)O)C=C2)C1 2-[2-[[6-(6-methyl-2,6-diazaspiro[3.3]hept-2-yl)-1,3-benzothiazol-2-yl]methylcarbamoyl]indan-2-yl]acetic acid